5-((6-(2-amino-[1,2,4]triazolo[1,5-a]pyridin-7-yl)-5-fluoropyridin-2-yl)oxy)-3,3-difluoro-2-(4-fluorophenyl)pentan-2-ol NC1=NN2C(C=C(C=C2)C2=C(C=CC(=N2)OCCC(C(C)(O)C2=CC=C(C=C2)F)(F)F)F)=N1